OCCNC=1N=CC(=C2C=C(N=CC12)C1(CC1)C(=O)N)C1=CC=CC=C1 (8-((2-hydroxyethyl)amino)-5-phenyl-2,7-naphthyridin-3-yl)cyclopropanecarboxamide